[N+](=O)([O-])C1=C(C=CC=C1)[I+]C1=CC=CC=C1 (2-nitrophenyl)phenyliodonium